(+/-)-Ethyl 3-Mercaptobutyrate CCOC(=O)CC(C)S